FC1=C(C=CC=C1)C1=CN(C=2N=CN=C(C21)N2CC(N(CC2)C(C(C)C)=O)(C)C)C=2C=C(C#N)C=CN2 2-(5-(2-fluorophenyl)-4-(4-isobutyryl-3,3-dimethylpiperazin-1-yl)-7H-pyrrolo[2,3-d]pyrimidin-7-yl)isonicotinonitrile